CC1=C(C=C(C=C1)C)[P](C1=C(C=CC(=C1)C)C)=O di(2,5-dimethylphenyl)phosphorus oxide